NC1=C(C(=O)NC2=CC=C(C=C2)OC(F)(F)Cl)C=C(C(=N1)N1CC(CC1)F)Br 2-amino-5-bromo-N-(4-(chlorodifluoromethoxy)phenyl)-6-(3-fluoropyrrolidin-1-yl)nicotinamide